C(C)(=O)NC=1C(=C(C=CC1)C=1C=NN(C1)C=1C=C(C(=O)OC)C=CN1)C=O methyl 2-(4-(3-acetamido-2-formylphenyl)-1H-pyrazol-1-yl)isonicotinate